N,N'-dibutyl-1,4-cyclohexanediamine C(CCC)NC1CCC(CC1)NCCCC